C(C)(C)(C)C1=C(C=C(C=C1)NC([C@@H](C1CCC(CC1)(F)F)NC([C@H](C)O)=O)=O)F (2S)-N-((1R)-2-((4-tert-butyl-3-fluorophenyl)amino)-1-(4,4-difluorocyclohexyl)-2-oxoethyl)-2-hydroxypropanamide